ClC1=C(C(=CC=C1)Cl)CNC(=O)C1CN(C(C1)=O)C1=CC=C(C=C1)F N-[(2,6-dichlorophenyl)methyl]-1-(4-fluorophenyl)-5-oxopyrrolidine-3-carboxamide